(+/-)-2-(hydroxy(6-methylpyridin-2-yl)methyl)-6-(methylcarbamoyl)isonicotinic acid O[C@@H](C=1C=C(C(=O)O)C=C(N1)C(NC)=O)C1=NC(=CC=C1)C |r|